N-(3-(1-cyclobutyl-1H-imidazol-4-yl)-1-(4-(trifluoromethyl)phenyl)-1H-indol-5-yl)acrylamide C1(CCC1)N1C=NC(=C1)C1=CN(C2=CC=C(C=C12)NC(C=C)=O)C1=CC=C(C=C1)C(F)(F)F